C(CCCCCCCCCC)C=1NC=CN1.P1(=O)(OC2=C(C=C(C=C2C(C)(C)C)C(C)(C)C)CC2=C(C(=CC(=C2)C(C)(C)C)C(C)(C)C)O1)O 2,2'-methylene-bis(4,6-di-t-butylphenyl) phosphate 2-undecylimidazole salt